Cl.Cl.NCC=1C=C(C=CC1)C=1C=C2C=C(C(=NC2=CC1)NC1[C@H]2CNC[C@@H]12)Cl 6-[3-(aminomethyl)phenyl]-N-[(1S,5R)-3-azabicyclo[3.1.0]hexan-6-yl]-3-chloro-quinolin-2-amine dihydrochloride